(S)-N-(8-Bromo-2-oxo-2,3,4,5-tetrahydro-1H-benzo[b]azepin-3-yl)-4-(4-fluorophenoxy)picolinamide BrC=1C=CC2=C(NC([C@H](CC2)NC(C2=NC=CC(=C2)OC2=CC=C(C=C2)F)=O)=O)C1